FC1=C(C(=CC(=C1)C(=O)C1=CC=C2C(=CC=CN12)C=1C=C2C(=NC1OC)N(C(=N2)C)C)F)NC(\C=C\CNC2CCC(CC2)OC)=O (E)-N-(2,6-difluoro-4-(8-(5-methoxy-2,3-dimethyl-3H-imidazo[4,5-b]pyridin-6-yl)indolizine-3-carbonyl)phenyl)-4-(((1r,4r)-4-methoxycyclohexyl)amino)but-2-enamide